((2R,3S,4R,5R)-5-(4-aminopyrrolo[2,1-f][1,2,4]triazin-7-yl)-5-cyano-3,4-dihydroxytetrahydrofuran-2-yl)methyl 2-(4-(trifluoromethyl)cyclohexyl)acetate FC(C1CCC(CC1)CC(=O)OC[C@H]1O[C@@]([C@@H]([C@@H]1O)O)(C#N)C1=CC=C2C(=NC=NN21)N)(F)F